3,5-dichloro-4-((5-chloro-6-dimethylaminopyrimidin-4-yl)oxy)aniline ClC=1C=C(N)C=C(C1OC1=NC=NC(=C1Cl)N(C)C)Cl